FC1=CC=C(C=C1)C=1N=C(NC1C1=CC=NC=C1)C1=CC=C(C=C1)S(=O)C 4-(4-fluorophenyl)-2-(4-methylsulfinylphenyl)-5-(4-pyridinyl)1H-imidazole